BrC1=NN(C(=N1)C(CCOC1OCCCC1)OC1=C(C(=C(C=C1)F)F)F)COC 3-bromo-1-(methoxymethyl)-5-(3-((tetrahydro-2H-pyran-2-yl)oxy)-1-(2,3,4-trifluorophenoxy)propyl)-1H-1,2,4-triazole